1-(6-chlorothieno[2,3-b]pyridin-2-yl)-3-(trifluoromethyl)cyclobutyl acetate C(C)(=O)OC1(CC(C1)C(F)(F)F)C1=CC=2C(=NC(=CC2)Cl)S1